6-(2,6-difluoro-4-(6-(methoxy-d3)-1-(methyl-d3)-1H-indazol-4-yl)benzyl)-6,7-dihydro-5H-pyrrolo[3,4-b]pyridin-5-one-7,7-d2 FC1=C(CN2C(C3=NC=CC=C3C2=O)([2H])[2H])C(=CC(=C1)C1=C2C=NN(C2=CC(=C1)OC([2H])([2H])[2H])C([2H])([2H])[2H])F